C1(=CC=CC=C1)N1[C@@H](CCC1)C(=O)N[C@H](C(=O)O)CCCCCCCC1=NC=2NCCCC2C=C1 (S)-2-((S)-1-phenylpyrrolidine-2-carboxamido)-9-(5,6,7,8-tetrahydro-1,8-naphthyridin-2-yl)nonanoic acid